triethylene glycol bis-(3,5-di-t-butylphenyl)propionate C(C)(C)(C)C=1C=C(C=C(C1)C(C)(C)C)C(C(=O)OCCOCCOCCO)(C)C1=CC(=CC(=C1)C(C)(C)C)C(C)(C)C